BrC1=NC(=CC=C1)C=C1CCN(CC1)CC(F)F 2-bromo-6-((1-(2,2-difluoroethyl)piperidin-4-ylidene)methyl)pyridine